(2R,4S,5R,6R)-5-acetamido-6-((1R,2R)-1,2-dihydroxy-3-(3-phenoxybenzamido)propyl)-4-hydroxy-2-(2-(2-(prop-2-yn-1-yloxy)ethoxy)ethoxy)tetrahydro-2H-pyran-2-carboxylic acid C(C)(=O)N[C@@H]1[C@H](C[C@@](O[C@H]1[C@@H]([C@@H](CNC(C1=CC(=CC=C1)OC1=CC=CC=C1)=O)O)O)(C(=O)O)OCCOCCOCC#C)O